C1(CC1)COC1=C(C=C(C=C1)C(C)C)S(=O)(=O)N 2-(cyclopropylmethoxy)-5-isopropyl-benzenesulfonamide